(2R,4S)-4-fluoro-N-(3-(2-((3-methoxy-1-methyl-1H-pyrazol-4-yl)amino)pyrimidin-4-yl)-1H-indol-7-yl)-[1,3'-bipyrrolidine]-2-carboxamide F[C@H]1C[C@@H](N(C1)C1CNCC1)C(=O)NC=1C=CC=C2C(=CNC12)C1=NC(=NC=C1)NC=1C(=NN(C1)C)OC